ethyl 2-(2,4-dimethoxybenzylamino)-2-oxoacetate COC1=C(CNC(C(=O)OCC)=O)C=CC(=C1)OC